2-(3-methoxyphenyl)ethylamine COC=1C=C(C=CC1)CCN